5-Nitro-1,3-benzoxazol-7-ol [N+](=O)([O-])C=1C=C(C2=C(N=CO2)C1)O